1-Methyl-5-((2-methyl-6-nitrophenyl)-amino)-1H-pyrazole-4-carbaldehyde CN1N=CC(=C1NC1=C(C=CC=C1[N+](=O)[O-])C)C=O